(R)-3-(6-(3-methyl-1H-pyrrolo[2,3-b]pyridin-5-yl)-2-(3-methyloxetane-3-carbonyl)-1,2,3,4-tetrahydroisoquinolin-8-yl)morpholine-4-carboxylic acid tert-butyl ester C(C)(C)(C)OC(=O)N1[C@@H](COCC1)C=1C=C(C=C2CCN(CC12)C(=O)C1(COC1)C)C=1C=C2C(=NC1)NC=C2C